SCC1=C(C(=C(C=C1)CS)CS)CS 1,2,3,4-tetra(mercaptomethyl)benzene